tetra(tridecyl) 4,4'-isopropylidenediphenyl diphosphite P(OCCCCCCCCCCCCC)(OCCCCCCCCCCCCC)OC1=CC=C(C=C1)C(C)(C)C1=CC=C(C=C1)OP(OCCCCCCCCCCCCC)OCCCCCCCCCCCCC